COCCCN1C(=[N+](C=C1)CCCOC)C 1,3-bis(3-methoxypropyl)-2-methylimidazolium